C(=O)O.O1C(=CC=C1)C(=O)N furan-2-carboxamide, formate salt